tert-butyl 5-amino-4-[5-[1-methyl-2-[(1R,5S)-3-oxabicyclo[3.1.0]hexan-6-yl]imidazol-4-yl]-1-oxoisoindolin-2-yl]-5-oxo-pentanoate NC(C(CCC(=O)OC(C)(C)C)N1C(C2=CC=C(C=C2C1)C=1N=C(N(C1)C)C1[C@@H]2COC[C@H]12)=O)=O